N4-(7-(1H-pyrazol-4-yl)quinazolin-2-yl)-N2-(2-methyl-2-azaspiro[3.3]heptan-6-yl)pyridine-2,4-diamine N1N=CC(=C1)C1=CC=C2C=NC(=NC2=C1)NC1=CC(=NC=C1)NC1CC2(CN(C2)C)C1